2-(1-methyl-1H-pyrazol-5-yl)-N-(1-methylcyclopropyl)pyrido[3,4-d]pyrimidin-4-amine CN1N=CC=C1C=1N=C(C2=C(N1)C=NC=C2)NC2(CC2)C